Ethyl 7-(tert-butyl)-2-(2,4-dimethoxyphenyl)-5-hydroxy-4-(piperidin-1-ylmethyl-d2)-6H-benzofuran-3-carboxylate C(C)(C)(C)C=1CC(=C(C2=C(C(OC21)C2=C(C=C(C=C2)OC)OC)C(=O)OCC)C([2H])([2H])N2CCCCC2)O